1-(4-methoxybenzyl)methanesulfonamide COC1=CC=C(CCS(=O)(=O)N)C=C1